1-(2-((4-(thien-2-yl)-6-(trifluoromethyl)pyrimidin-2-yl)sulfinyl)ethyl)pyrrolidin-2-one S1C(=CC=C1)C1=NC(=NC(=C1)C(F)(F)F)S(=O)CCN1C(CCC1)=O